CN1N=CC=2N(CC(CC21)CNC(OCCCC)=O)C2=CC=C(C=C2)C(F)(F)F butyl ((1-methyl-4-(4-(trifluoromethyl)phenyl)-4,5,6,7-tetrahydro-1H-pyrazolo[4,3-b]pyridin-6-yl)methyl)carbamate